C(C)(C)(C)OC(=O)NC(C[C@@H]1CCC(N(C1)C(=O)OC(C)(C)C)=O)(C)C tert-Butyl (S)-5-(2-((tert-butoxycarbonyl)amino)-2-methylpropyl)-2-oxo-piperidine-1-carboxylate